tert-Butyl 3-(5-(2-methoxyethoxy)-7-(thiazol-2-yl)benzo[d]oxazol-2-yl)-3,8-diazabicyclo[3.2.1]octane-8-carboxylate COCCOC=1C=C(C2=C(N=C(O2)N2CC3CCC(C2)N3C(=O)OC(C)(C)C)C1)C=1SC=CN1